C(C)(C)NC1=NC(=CC2=CN=C(C=C12)N[C@@H]1C[C@@H](CC1)NC)C#N 1-(isopropylamino)-7-(((1s,3r)-3-(methylamino)cyclopentyl)amino)-2,6-naphthyridine-3-carbonitrile